2-(pyridin-2-yl)phenolate N1=C(C=CC=C1)C1=C(C=CC=C1)[O-]